chloro-N-(1-(1-(3-chlorobenzoyl)-4,4-difluoro-1,2,3,4-tetrahydroquinolin-6-yl)ethyl)benzamide ClC1=C(C(=O)NC(C)C=2C=C3C(CCN(C3=CC2)C(C2=CC(=CC=C2)Cl)=O)(F)F)C=CC=C1